BrCC=1C=C(O[Si](C)(C)C(C)(C)C)C=CC1 (3-(bromomethyl)phenoxy)(tert-butyl)dimethylsilane